8-(1-(3-(2-((1,2-dimethylhydrazinyl)methyl)-1H-indol-1-yl)propanoyl)piperidin-4-yl)-2,3-dimethyl-1,4,7-trioxo-11,14-dioxa-3,8-diazaheptadecan CN(NC)CC=1N(C2=CC=CC=C2C1)CCC(=O)N1CCC(CC1)N(C(CCC(N(C(C=O)C)C)=O)=O)CCOCCOCCC